C(C(=C)C)(=O)OCC(C)O 2-hydroxypropyl methacrylate